1-((1-(2-fluoro-4-(1-(tetrahydro-2H-pyran-2-yl)-1H-pyrazol-4-yl)phenyl)piperidin-4-yl)methyl)pyrrolidin-2-one FC1=C(C=CC(=C1)C=1C=NN(C1)C1OCCCC1)N1CCC(CC1)CN1C(CCC1)=O